ClC1=CC=C(CN2C(=NC=3N(C(N(C(C23)=O)CCCO)=O)CC)OC2=C(C(=CC=C2)Cl)Cl)C=C1 7-(4-chlorobenzyl)-8-(2,3-dichlorophenoxy)-3-ethyl-1-(3-hydroxypropyl)-1H-purine-2,6(3H,7H)-dione